2,3-dimethyl-4-bromonitrobenzene CC1=C(C=CC(=C1C)Br)[N+](=O)[O-]